dimethylbutane-2,3-diamine CC(C(C)(N)C)(C)N